Cl.C1(CC1)C=1N=C(C(=NC1CC)C(=O)N)NC1=CC(=CC=C1)CCNC([C@H](C)NC)=O (S)-5-cyclopropyl-6-ethyl-3-((3-(2-(2-(methylamino)propanamido)ethyl)phenyl)amino)pyrazine-2-carboxamide hydrochloride